4-Chloro-6-((1S,2S)-2-fluorocyclopropane-1-carboxamido)nicotinic acid ClC1=CC(=NC=C1C(=O)O)NC(=O)[C@H]1[C@H](C1)F